CN1C(=NC(=C1C1=CC(=NC=C1)N[C@@H](C)C1=CC=CC=C1)C1=CC(=CC=C1)C(F)(F)F)C1CCNCC1 4-[3-methyl-2-piperidin-4-yl-5-[3-(trifluoromethyl)phenyl]imidazol-4-yl]-N-[(1S)-1-phenylethyl]pyridin-2-amine